BrC=1C=C(C(=NC1)C=1N=C2N(C(C1)=O)N(C(=C2)C2CC2)C)S(=O)(=O)CC 5-(5-bromo-3-ethylsulfonyl-2-pyridyl)-2-cyclopropyl-1-methyl-pyrazolo[1,5-a]pyrimidin-7-one